N-{5-[3-(4,4-difluorocyclohexyl)-1,2,4-oxadiazol-5-yl]-4,5,6,7-tetrahydro[1,3]thiazolo[5,4-c]pyridin-2-yl}-N'-[(2-oxo-1,2-dihydropyridin-4-yl)methyl]urea FC1(CCC(CC1)C1=NOC(=N1)N1CC2=C(CC1)N=C(S2)NC(=O)NCC2=CC(NC=C2)=O)F